FC(COC1=C(C=CC=C1)C=1C(C(=CN(N1)CC(C)(C)O)C(=O)NC1=C(C=C(C=C1)F)F)=O)F 6-[2-(2,2-difluoroethoxy)phenyl]-N-(2,4-difluorophenyl)-2-(2-hydroxy-2-methylpropyl)-5-oxo-2,5-dihydropyridazine-4-carboxamide